P(=O)(O)(O)OC[C@H](OCC1=CC=CC=C1)[C@H](OCC1=CC=CC=C1)[C@H](OCC1=CC=CC=C1)COC(C1=CC=CC=C1)(C1=CC=CC=C1)C1=CC=CC=C1 2,3,4-tri-O-benzyl-5-O-trityl-D-ribitol phosphate